2-amino-1-(2-(4-fluorophenyl)-3-((4-fluorophenyl)amino)-7,7-dimethyl-2,4,5,7-tetrahydro-6H-pyrazolo[3,4-c]pyridin-6-yl)ethan-1-one NCC(=O)N1C(C=2C(CC1)=C(N(N2)C2=CC=C(C=C2)F)NC2=CC=C(C=C2)F)(C)C